COCOC1(CCC(CC1)N1N=C2CC(C3=C(C2=C1)ON=C3C(C)=O)C)C 1-(7-((1r,4r)-4-(methoxymethoxy)-4-methylcyclohexyl)-4-methyl-5,7-dihydro-4H-isoxazolo[5,4-e]indazol-3-yl)ethan-1-one